ethyl 2-(2-((7-(3-((ethylamino)methyl)phenyl)benzofuran-5-yl)methoxy)phenyl)acetate C(C)NCC=1C=C(C=CC1)C1=CC(=CC=2C=COC21)COC2=C(C=CC=C2)CC(=O)OCC